2-(2,3-difluoro-4-((4-(pentyloxy)phenyl)ethynyl)phenyl)-5-nitrobenzoxazole FC1=C(C=CC(=C1F)C#CC1=CC=C(C=C1)OCCCCC)C=1OC2=C(N1)C=C(C=C2)[N+](=O)[O-]